C1(=CC(=CC=C1)N1C2=CC=CC=C2C=2C(=CC=CC12)B(O)O)C1=CC=CC=C1 (9-([1,1'-biphenyl]-3-yl)-9H-carbazol-4-yl)boronic acid